O=C1N(CCC(N1)=O)C1=NN(C2=C(C(=CC=C12)N1CCN(CC1)CC1CCN(CC1)C(CCC(=O)O)=O)F)C 4-[4-[[4-[3-(2,4-dioxohexahydropyrimidin-1-yl)-7-fluoro-1-methyl-indazol-6-yl]piperazin-1-yl]methyl]-1-piperidyl]-4-oxo-butanoic acid